Cl.FC1=C(C(=O)NN)C=CC=C1 2-fluorobenzohydrazide hydrochloride